C(C)(=O)N1[C@@H](CCC1)C(=O)N[C@H](C(=O)NC=1C(N(C=CC1)CC(=O)NC1C2CC3CC(CC1C3)C2)=O)CCC(C(=O)NC)=O (S)-2-((S)-1-Acetylpyrrolidin-2-carboxamido)-N1-(1-(2-(2-adamantylamino)-2-oxoethyl)-2-oxo-1,2-dihydropyridin-3-yl)-N6-methyl-5-oxohexandiamid